2-((1-(7-Chloro-4-methyl-5-oxo-4,5-dihydroimidazo[1,5-a]quinazolin-9-yl)ethyl)amino)benzoic acid ClC=1C=C2C(N(C=3N(C2=C(C1)C(C)NC1=C(C(=O)O)C=CC=C1)C=NC3)C)=O